O[C@@H]1CCOC1 (3S,4R)-4-hydroxytetrahydrofuran